CC=1SC(=C(N1)C)C(CC(=O)C1CCN(CC1)C(=O)OC(C)(C)C)=O tert-Butyl 4-(3-(2,4-dimethylthiazol-5-yl)-3-oxopropanoyl)piperidine-1-carboxylate